N1(CCCCCC1)S(=O)(=O)C=1C=C(C=CC1C)NC(CN1N=CC(=C(C1=O)SC)Cl)=O N-(3-(azepan-1-ylsulfonyl)-4-methylphenyl)-2-(4-chloro-5-(methylthio)-6-oxopyridazin-1(6H)-yl)acetamide